C(CC)S(=O)(=O)[O-].CCCC(CCC)C=1C=C(C=CC1)C(CC[NH+](C)C)O (3-(4-heptyl)phenyl-3-hydroxypropyl)dimethylammonium propanesulfonate